methyl 3-((((methylsulfanyl)methanethioyl)oxy)methyl)bicyclo(1.1.1)pentane-1-carboxylate CSC(=S)OCC12CC(C1)(C2)C(=O)OC